N-[1-allyl-5-(1H-benzimidazol-2-yl)pyrazol-3-yl]-6-chloro-pyridine-3-carboxamide C(C=C)N1N=C(C=C1C1=NC2=C(N1)C=CC=C2)NC(=O)C=2C=NC(=CC2)Cl